C(C)(C)(C)OC(=O)N[C@@H](C(=O)O)C1=CC(=CC=C1)C(F)(F)F (2R)-2-{[(tert-butoxy)carbonyl]amino}-2-[3-(trifluoromethyl)phenyl]acetic acid